O1C(=CC2=CC=CC=C12)C1=CC=CC=C1COC1=CC=CC=C1 phenyl coumaronebenzyl ether